[phenyl(dimethylfluoreneyl)triazinyl][(dimethylfluorenyl)dibenzothiophenyl]benzene C1(=CC=CC=C1)C1=C(C(=NN=N1)C1=C(C=CC=C1)C1=C(C=CC=2SC3=C(C21)C=CC=C3)C3=C(C(=CC=2C1=CC=CC=C1CC32)C)C)C3=C(C(=CC=2C1=CC=CC=C1CC32)C)C